[2-(4-tert-butylphenyl)cyclopropyl] (2S)-2-(tert-butoxycarbonylamino)propanoate C(C)(C)(C)OC(=O)N[C@H](C(=O)OC1C(C1)C1=CC=C(C=C1)C(C)(C)C)C